4-(3-fluorophenyl)-1-(5-(isopropylsulfanyl)-4-(4-methoxyphenyl)thiazol-2-yl)-3-methyl-1H-pyrazole-5-carboxylic acid FC=1C=C(C=CC1)C=1C(=NN(C1C(=O)O)C=1SC(=C(N1)C1=CC=C(C=C1)OC)SC(C)C)C